NC=1C2=C(N=CN1)C(=CS2)C(=O)NC2=C1C=CN=C(C1=CC=C2C)NC2=CC(=CC=C2)Cl 4-amino-N-[1-(3-chloroanilino)-6-methylisoquinolin-5-yl]thieno[3,2-d]pyrimidine-7-carboxamide